C1(CC1)NC(C(C(C[C@H]1C(NCC1)=O)NC([C@H](CC(C)(C)C)NC(C[C@H](C)C1=CC=CC=C1)=O)=O)=O)=O (2S)-N-(4-(Cyclopropylamino)-3,4-dioxo-1-((S)-2-oxopyrrolidin-3-yl)butan-2-yl)-4,4-dimethyl-2-((S)-3-phenylbutanamido)pentanamid